3-(2,6-dioxopiperidin-3-yl)-2-methylquinoline-6-carboxylic acid O=C1NC(CCC1C=1C(=NC2=CC=C(C=C2C1)C(=O)O)C)=O